4-(8-(3-Fluorophenyl)-2-imino-3-methyl-2,3-dihydro-1H-imidazo[4,5-c]quinolin-1-yl)pyrimidin-2-amine FC=1C=C(C=CC1)C1=CC=2C3=C(C=NC2C=C1)N(C(N3C3=NC(=NC=C3)N)=N)C